N(=C=O)CC1=C(C=CC(=C1)Cl)CN=C=O Bis(isocyanatomethyl)-4-chlorobenzene